16,17-dihydroxy-docosapentaenoic acid OC(CCCCC=CC=CC=CC=CC=CC(=O)O)C(CCCCC)O